NC1C(CC(CC1)C)N 1,2-diamino-4-methylcyclohexane